4-(6-methyl-1,2,3,4-tetrahydroquinoline-2-yl)thiazole CC=1C=C2CCC(NC2=CC1)C=1N=CSC1